ClC1=C(C(=NC(=N1)C1=CC(=CC=C1)Br)N)OC1=C(C=CC=C1)OC 6-chloro-2-(3-bromophenyl)-5-(2-methoxyphenoxy)pyrimidin-4-amine